cis-6-Cyclopentyl-5-(4-(4-(dimethoxymethyl)piperidin-1-yl)phenyl)-5,6,7,8-tetrahydronaphthalen-2-ol C1(CCCC1)[C@@H]1[C@@H](C=2C=CC(=CC2CC1)O)C1=CC=C(C=C1)N1CCC(CC1)C(OC)OC